4-Fluoro-3-formyl-N-(3-(trifluoromethoxy)phenyl)benzamide FC1=C(C=C(C(=O)NC2=CC(=CC=C2)OC(F)(F)F)C=C1)C=O